pyrazolium lactate C(C(O)C)(=O)[O-].[NH+]=1NC=CC1